(2-methoxyphenyl)propanal COC1=C(C=CC=C1)C(C=O)C